OC1=CC=C(C=C1)S(=O)(=O)NC1=C(C=CC=C1)C(C=CC1=CC(=CC=C1)O)=O 4-Hydroxy-N-[2-[3-(3-hydroxyphenyl)prop-2-enoyl]phenyl]benzenesulfonamide